C(C)(C)[C@@]1(O)[C@H](OCC2=CC=C(C=C2)OC)[C@@H](OCC2=CC=CC=C2)[C@@H](OCC2=CC=CC=C2)[C@H](O1)C(O)C(CCC(=O)C)=O Isopropyl-2-O-p-methoxybenzyl-3,4-di-O-benzyl-6-levulinyl-α-D-galactopyranose